tert-butyl 2-(1-bromo-8-((2,4-dimethoxybenzyl)amino)imidazo[1,5-a]pyrazin-3-yl)-5-(((tert-butyldiphenylsilyl)oxy)methyl)morpholine-4-carboxylate BrC=1N=C(N2C1C(=NC=C2)NCC2=C(C=C(C=C2)OC)OC)C2CN(C(CO2)CO[Si](C2=CC=CC=C2)(C2=CC=CC=C2)C(C)(C)C)C(=O)OC(C)(C)C